PYRAZOLECARBOXYLIC ACID N1N=C(C=C1)C(=O)O